(R)-3-Fluoro-N-methyl-N-(6-oxo-1,4,5,6-tetrahydro-2H-pyrano[3,4-c]isoquinolin-1-yl)-4-(trifluoromethyl)benzamide FC=1C=C(C(=O)N([C@H]2COCC=3NC(C=4C=CC=CC4C32)=O)C)C=CC1C(F)(F)F